OCC(CNCC(=O)O)(C)C 2-[(3-Hydroxy-2,2-dimethylpropyl)amino]acetic acid